neopentyl glycol pivalate diacrylate C(C=C)(=O)O.C(C=C)(=O)O.C(C(C)(C)C)(=O)O.OCC(C)(CO)C